ethyl (3as,4r,6ar)-4-(hydroxymethyl)-2,2-dimethyltetrahydro-5H-[1,3]dioxolo[4,5-c]pyrrole-5-carboxylate acetate C(C)(=O)O.OC[C@@H]1[C@H]2[C@@H](CN1C(=O)OCC)OC(O2)(C)C